methyl N,N-dimethylanthranilate CN(C=1C(C(=O)OC)=CC=CC1)C